benzyl 5-cyano-5-methylhexahydrocyclopenta[c]pyrrole-2(1H)-carboxylate C(#N)C1(CC2C(CN(C2)C(=O)OCC2=CC=CC=C2)C1)C